sodium (S)-3-(5-methoxybiphenyl-3-yl)-3-(3-(7-oxido-5-oxo-1,2,3,5-tetrahydroindolizin-6-yl) ureido)propanoate COC=1C=C(C=C(C1)C1=CC=CC=C1)[C@H](CC(=O)[O-])NC(=O)NC=1C(N2CCCC2=CC1[O-])=O.[Na+].[Na+]